NCCNC1=NC(=C(N=C1Br)C1=C(C(=CC=C1)Cl)Cl)N (2-aminoethyl)-3-bromo-5-(2,3-dichlorophenyl)pyrazine-2,6-diamine